C(C)(=O)C=1C(C(=C(NC1C)N)C(=O)O)C=1C2=C(SC1)C(=CC=C2)Br 5-acetyl-2-amino-4-(7-bromobenzo[b]thiophen-3-yl)-6-methyl-1,4-dihydropyridine-3-carboxylic acid